CS(=O)C methyl-sulfinylmethane